ClC=1C(=NC(=NC1)NC1=CC(=C(C=C1)C(=S)N1CCOCC1)OCF)C1=NN(C=C1)C(C)C (4-((5-chloro-4-(1-isopropyl-1H-pyrazolyl)pyrimidin-2-yl)amino)-2-fluoromethoxyphenyl)(morpholino)methanethione